N-(pyrazolo[1,5-a]pyrimidin-3-yl)imidazo[1,2-a]pyridine-6-carboxamide N1=CC(=C2N1C=CC=N2)NC(=O)C=2C=CC=1N(C2)C=CN1